2-pyrrolidin-1-yl-ethanesulfonic acid {3-[5-amino-6-(2-chloro-3,6-difluoro-benzyloxy)-pyrazin-2-yl]-phenyl}-amide NC=1N=CC(=NC1OCC1=C(C(=CC=C1F)F)Cl)C=1C=C(C=CC1)NS(=O)(=O)CCN1CCCC1